2-methyl-3-butyne-2-ol CC(C)(C#C)O